8-acetyl-3-cyclopropyl-6-fluoro-2-(4-methyltetrahydropyran-4-yl)quinazolin-4-one C(C)(=O)C=1C=C(C=C2C(N(C(=NC12)C1(CCOCC1)C)C1CC1)=O)F